Cl.N1C[C@H](OCC1)CCC1=NSC(N1)=O (R)-3-(2-(morpholin-2-yl)ethyl)-1,2,4-thiadiazol-5(4H)-one hydrochloride